(N-[4-amino-5-(pyridine-4-carbonyl)thiazol-2-yl]-4-chloro-3-fluoro-anilino)propanamide NC=1N=C(SC1C(=O)C1=CC=NC=C1)N(C1=CC(=C(C=C1)Cl)F)C(C(=O)N)C